((2R,3R,4R,5R)-5-(2-(2-cyclohexylacetamido)-6-(methylamino)-9H-purin-9-yl)-4-fluoro-3-hydroxy-4-methyltetrahydrofuran-2-yl)methyl 3-methylbutanoate CC(CC(=O)OC[C@H]1O[C@H]([C@]([C@@H]1O)(C)F)N1C2=NC(=NC(=C2N=C1)NC)NC(CC1CCCCC1)=O)C